FC([C@@H]1[C@H](C1)C=1C=2N(N=C(C1)C=1C=NC=NC1)C=CC2)F 5-(4-((1S,2S)-2-(difluoromethyl)cyclopropyl)pyrrolo[1,2-b]pyridazin-2-yl)pyrimidine